(R)-N-(5-(5-amino-1H-pyrazol-1-yl)-1,3,4-thiadiazol-2-yl)-4-(2,6-dimethoxyphenyl)-3-((1-hydroxy-3-methoxypropan-2-yl)oxy)-2-oxo-2H-pyran-6-carboxamide NC1=CC=NN1C1=NN=C(S1)NC(=O)C1=CC(=C(C(O1)=O)O[C@H](CO)COC)C1=C(C=CC=C1OC)OC